2-(5-cyclopropyl-4-((S)-4-((S)-2-fluoro-3,3-dimethylbutanoyl)-2-methylpiperazin-1-yl)-7H-pyrrolo[2,3-d]pyrimidin-7-yl)isonicotinonitrile C1(CC1)C1=CN(C=2N=CN=C(C21)N2[C@H](CN(CC2)C([C@H](C(C)(C)C)F)=O)C)C=2C=C(C#N)C=CN2